Maleic Acid Vinyl-Acetate C(=C)CC(=O)O.C(\C=C/C(=O)O)(=O)O